(2R)-2-amino-3-hydroxy-N-[(1R)-1-(3-methoxyphenyl)ethyl]propanamide N[C@@H](C(=O)N[C@H](C)C1=CC(=CC=C1)OC)CO